C(C)(C)(C)C1N(CCCC(C1)C(CCC)C1=NC2=CC=C(C=C2C(N1CC)=O)F)C(=O)O.N1N=NN=C1C1=CC=C(C=C1)C=1C2=CC=C(N2)C(=C2C=CC(C(=C3C=CC(=C(C=4C=CC1N4)C4=CC=C(C=C4)C4=NN=NN4)N3)C3=CC=C(C=C3)C3=NN=NN3)=N2)C2=CC=C(C=C2)C2=NN=NN2 5,10,15,20-tetra[4-(1H-tetrazole-5-yl)phenyl]porphyrin tert-Butyl-4-(1-(3-ethyl-6-fluoro-4-oxo-3,4-dihydroquinazolin-2-yl)butyl)azepane-1-carboxylate